(S)-1-(5-(1-methyl-1H-pyrrolo[3,2-c]pyridin-3-yl)-1H-pyrrole-2-carbonyl)-N-(3,4,5-trifluorophenyl)pyrrolidine-3-carboxamide CN1C=C(C=2C=NC=CC21)C2=CC=C(N2)C(=O)N2C[C@H](CC2)C(=O)NC2=CC(=C(C(=C2)F)F)F